CC1=C(N=C2N1C=CC=C2)C dimethyl-imidazo[1,2-a]pyridine